C(C)(C)(C)C=1C=C(C(=O)N=C2NCCN2)C=CC1NC1=CC(=CC=C1)C(NCCC1COCCC1)=O 3-tert-butyl-N-[(2E)-imidazolidin-2-ylidene]-4-[(3-{[2-(oxan-3-yl)ethyl]carbamoyl}phenyl)amino]benzamide